COC=1C(=CC2=C(N=C(S2)NC(C(OC2=C(C=CC=C2)C)C2=CC=C(C=C2)S(=O)(=O)CC)=O)C1)OC N-(5,6-Dimethoxy-benzothiazol-2-yl)-2-(4-ethanesulfonyl-phenyl)-2-o-tolyloxy-acetamide